ClC1=CC=C2C(=CNC2=C1)S(=O)(=O)NC=1C=NC(=CC1F)Cl 6-Chloro-N-(6-chloro-4-fluoropyridin-3-yl)-1H-indol-3-sulfonamid